N-ethyl-(3-methylphenyl)methylamine C(C)NCC1=CC(=CC=C1)C